3-{[(5-Methylfuran-2-yl)methyl]Amino}piperidine-2,6-dione CC1=CC=C(O1)CNC1C(NC(CC1)=O)=O